2,3-dimethylacrylic acid CC(C(=O)O)=CC